ClC1=C(C=CC=C1C1C(NC(CC1)=O)=O)C1=CC=C(C=C1)NC(C)C 3-(2-chloro-4'-(isopropylamino)-[1,1'-biphenyl]-3-yl)piperidine-2,6-dione